ClC1=C(C=C(C=C1)F)C1(N(C(C=2C=3N(C=C(C21)NC(C2=CC(=CC(=C2)C(F)(F)F)F)=O)C=CN3)=O)CC3=CC=C(C=C3)OC)O N-[7-(2-chloro-5-fluorophenyl)-7-hydroxy-8-[(4-methoxyphenyl)methyl]-9-oxo-8,9-dihydro-7H-pyrrolo[4,3-c]imidazo[3,2-a]pyridin-6-yl]-3-fluoro-5-(trifluoromethyl)benzamide